dimethylallyl-vinylketone CC(=CCC(=O)C=C)C